ClC=1C(=C2C=NNC2=C(C1F)OC)C1=CC=2N(C=C1)N=C(C2)NC(=O)[C@H]2[C@H](C2)F (1S,2S)-N-(5-(5-chloro-6-fluoro-7-methoxy-1H-indazol-4-yl)pyrazolo[1,5-a]pyridin-2-yl)-2-fluorocyclopropane-1-carboxamide